5-((2-(dimethylamino)pyridin-3-yl)methoxy)-N-(4-(hydroxymethyl)tetrahydro-2H-pyran-4-yl)-2-methylbenzofuran-3-carboxamide CN(C1=NC=CC=C1COC=1C=CC2=C(C(=C(O2)C)C(=O)NC2(CCOCC2)CO)C1)C